CC=1C(=NN2C1OCC2)CN2C(C1=CC=C(C=C1C=N2)S(=O)(=O)C=2C=NNC2)=O 2-[(7-methyl-2,3-dihydropyrazolo[5,1-b]oxazol-6-yl)methyl]-6-(1H-pyrazol-4-ylsulfonyl)phthalazin-1-one